CCCCCCC(=O)OC(=O)CCCCCC N-heptanoic anhydride